N1(N=CC=C1)CC1=C2CCCOC2=C(C(=C1)F)C#N 5-((1H-pyrazol-1-yl)methyl)-7-fluorochromane-8-carbonitrile